C(C)(=O)OC=1C=CC=C2C(=CNC12)CCN(C)C1CC1 3-(2-(cyclopropyl (methyl) amino) ethyl)-1H-indol-7-yl acetate